C1CCO1 trimethylene oxide